N-methylcarbamic acid benzyl ester C(C1=CC=CC=C1)OC(NC)=O